4-(4-Chloro-phenyl)-2-ethoxy-5H-indeno[1,2-b]pyridine-3-carbonitrile ClC1=CC=C(C=C1)C1=C2C(=NC(=C1C#N)OCC)C1=CC=CC=C1C2